I[Te]C1=CC2=NC3=CC=CC=C3N=C2C=C1 2-iodotelluro-phenazine